(Z)-3-hexen-1-yl hexadecanoate C(CCCCCCCCCCCCCCC)(=O)OCC\C=C/CC